OCC1CC(C1)N(CCCCCCCC(=O)N(CCCCCCCCCC)CCCCCCCCCC)CCCCCCCC(=O)N(CCCCCCCCCC)CCCCCCCCCC 8,8'-(((1S,3S)-3-(hydroxymethyl)-cyclobutyl)azanedi-yl)bis(N,N-didecyl-octanamide)